CC1([C@H]([C@H]1C(=O)O[C@H](C#N)C2=CC(=CC=C2)OC3=CC=CC=C3)C(C(Br)(Br)Br)Br)C The molecule is a carboxylic ester resulting from the formal condensation between (1R)-cis-2,2-dimethyl-3-(1,2,2,2-tetrabromoethyl)cyclopropanecarboxylic acid and the alcoholic hydroxy group of (2S)-hydroxy(3-phenoxyphenyl)acetonitrile. It has a role as a pyrethroid ester insecticide. It is an organobromine compound, a nitrile, a member of cyclopropanes, a carboxylic ester and an aromatic ether. It derives from a (1R)-cis-2,2-dimethyl-3-(1,2,2,2-tetrabromoethyl)cyclopropanecarboxylic acid.